2-(1-(4-Bromophenyl)-3-(4-fluorophenyl)-1H-pyrazol-4-yl)-3-(4-isopropoxyphenethyl)-5-Methyloxazolidin-4-one BrC1=CC=C(C=C1)N1N=C(C(=C1)C1OC(C(N1CCC1=CC=C(C=C1)OC(C)C)=O)C)C1=CC=C(C=C1)F